(3S,4S)-8-(6-((2-chloro-3-(1-ethyl-1H-pyrazol-3-yl)phenyl)mercapto)-1,2,4-triazin-3-yl)-3-methyl-2-oxa-8-azaspiro[4.5]decan-4-amine ClC1=C(C=CC=C1C1=NN(C=C1)CC)SC1=CN=C(N=N1)N1CCC2([C@@H]([C@@H](OC2)C)N)CC1